C1(CC1)N1C[C@@H](CC1)OC1=C(C=C2C(=NC=NC2=C1)NC1=CC(=NC=C1)C1=C(C=CC=C1)F)[N+](=O)[O-] (R)-7-((1-Cyclopropylpyrrolidin-3-yl)oxy)-N-(2-(2-fluorophenyl)pyridin-4-yl)-6-nitroquinazoline-4-amine